OCC(C1=CC=CC=C1)N1N=CC(=C1)C1=NN2C(C(N1C(C)C)=O)=NC=C2C=2C=NNC2 2-(1-(2-Hydroxy-1-phenylethyl)-1H-pyrazol-4-yl)-3-isopropyl-7-(1H-pyrazol-4-yl)imidazo[2,1-f][1,2,4]triazin-4(3H)-one